COC1=CC=2N(N=C1OC(C)C1=NC=3CCN(CC3C=C1)C1COC1)C(=NN2)C2=NOC(=C2)C 3-(7-methoxy-6-(1-(6-(oxetane-3-yl)-5,6,7,8-tetrahydro-1,6-naphthyridin-2-yl)ethoxy)-[1,2,4]triazolo[4,3-b]pyridazine-3-yl)-5-methylisoxazole